C(=O)(O)[C@@H](CC1=CSC2=C1C=C(C=C2)CN(CC=2C=CC1=C(C(=CS1)C[C@H](C(=O)O)[C@@H]1CNCC1)C2)CC=2C=CC1=C(C(=CS1)C[C@H](C(=O)O)[C@@H]1CNCC1)C2)[C@@H]2CNCC2 (2S)-3-(5-{bis({3-[(2S)-2-carboxy-2-[(3R)-pyrrolidin-3-yl]ethyl]-1-benzothiophen-5-yl}methyl)aminomethyl}-1-benzothiophen-3-yl)-2-[(3R)-pyrrolidin-3-yl]propanoic acid